[2-[(5-Nitrothiazol-2-yl) carbamoyl] phenyl]-2-amino-3-methylvalerate [N+](=O)([O-])C1=CN=C(S1)NC(=O)C1=C(C=CC=C1)OC(C(C(CC)C)N)=O